(12aR)-12-[(10R)-6,7-difluoro-5,10-dihydrothieno[3,2-c][2]benzothiepin-10-yl]-3,4,12,12a-tetrahydro-1H-[1,4]oxazino[3,4-c]pyrido[2,1-f][1,2,4]triazine-6,8-dione FC1=C(C=CC=2[C@H](C3=C(SCC21)C=CS3)N3N2C(C(N1[C@H]3COCC1)=O)=CC(C=C2)=O)F